ClC1=C(C(=CC=C1)Cl)[C@H]1[C@@H](OC(O1)C)CO ((4S,5S)-5-(2,6-dichlorophenyl)-2-methyl-1,3-dioxolan-4-yl)methanol